2-(N-(4-((1-((S)-3,3-difluorocyclopentyl)-2-oxo-1,2-dihydropyridin-3-yl)carbamoyl)-3-(6-azaspiro[2.5]octan-6-yl)phenyl)sulfamoyl)ethyl L-valinate N[C@@H](C(C)C)C(=O)OCCS(NC1=CC(=C(C=C1)C(NC=1C(N(C=CC1)[C@@H]1CC(CC1)(F)F)=O)=O)N1CCC2(CC2)CC1)(=O)=O